COC1=CC=CC(=N1)S(=O)(=O)NC=1C=CC=C2C=CC=NC12 6-methoxy-N-(quinolin-8-yl)pyridine-2-sulfonamide